(S)-6-(3-aminopyrrolidin-1-yl)-N-(2-morpholino-5-(piperidin-1-yl)thiazolo[4,5-b]pyridin-6-yl)pyridine-2-carboxamide N[C@@H]1CN(CC1)C1=CC=CC(=N1)C(=O)NC=1C=C2C(=NC1N1CCCCC1)N=C(S2)N2CCOCC2